5-(chloromethyl)thiazole ClCC1=CN=CS1